2-((2S,4S)-1-acryloyl-4-(8-chloro-7-(2-chloro-3-methylphenyl)-4-(3-(dimethylamino)azetidin-1-yl)-6-fluoro-1H-pyrazolo[4,3-c]quinolin-1-yl)piperidin-2-yl)acetonitrile C(C=C)(=O)N1[C@@H](C[C@H](CC1)N1N=CC=2C(=NC=3C(=C(C(=CC3C21)Cl)C2=C(C(=CC=C2)C)Cl)F)N2CC(C2)N(C)C)CC#N